N-(5-((6-((R)-3-(3-chloro-2-fluorophenyl)isoxazolidine-2-yl)pyrimidine-4-yl)amino)-4-methoxy-2-(4-methylpiperazine-1-yl)phenyl)acrylamide scandium-iron [Fe].[Sc].ClC=1C(=C(C=CC1)[C@@H]1N(OCC1)C1=CC(=NC=N1)NC=1C(=CC(=C(C1)NC(C=C)=O)N1CCN(CC1)C)OC)F